FC1=C(C(=CC=C1)F)S(=O)(=O)N1CCNC2=CC(=CC=C12)OC 1-((2,6-difluorophenyl)sulfonyl)-6-methoxy-1,2,3,4-tetrahydroquinoxaline